C1(=CC=C2C=CC3=CC=CC4=CC=C1C2=C34)C3=CC=C(C=C3)N [4-(pyrenyl)-phenyl]amine